(4-(2-bromoacetyl)-2-fluorophenyl)pyrrolidine-1-carboxylic acid tert-butyl ester C(C)(C)(C)OC(=O)N1C(CCC1)C1=C(C=C(C=C1)C(CBr)=O)F